2-(4-(2-(2,5-dimethylthiazol-4-yl)acetamidopiperidin-1-yl)phenyl)-N-hydroxyacrylamide CC=1SC(=C(N1)CC(=O)NC1N(CCCC1)C1=CC=C(C=C1)C(C(=O)NO)=C)C